(E)-N-(3-(dimethylamino)-2-(7H-pyrrolo[2,3-d]pyrimidin-4-yl)allylidene)-N-methylmethanaminium chloride [Cl-].CN(/C=C(\C=[N+](C)C)/C=1C2=C(N=CN1)NC=C2)C